5-bromo-3-(5-cyclohexyl-1,3,4-oxadiazol-2-yl)pyridin-2-amine BrC=1C=C(C(=NC1)N)C=1OC(=NN1)C1CCCCC1